N-(4-(4-amino-7-(2-hydroxyethyl)-5-(4-((6-methylpyridin-2-yl)oxy)phenyl)-7H-pyrrolo[2,3-d]pyrimidin-6-yl)phenyl)methacrylamide NC=1C2=C(N=CN1)N(C(=C2C2=CC=C(C=C2)OC2=NC(=CC=C2)C)C2=CC=C(C=C2)NC(C(=C)C)=O)CCO